(S)-1-(5-(4-(4-cyanophenyl)-4-fluoropiperidine-1-carbonyl)-2-methylphenyl)-3-(tetrahydrofuran-3-yl)urea C(#N)C1=CC=C(C=C1)C1(CCN(CC1)C(=O)C=1C=CC(=C(C1)NC(=O)N[C@@H]1COCC1)C)F